ClCC1=CC=C(CO[C@H]2CN3C(OC2)=NC(=C3)[N+](=O)[O-])C=C1 (S)-6-(4-(chloromethyl)benzyloxy)-2-nitro-6,7-dihydro-5H-imidazo[2,1-b][1,3]oxazine